S(=O)(=O)(O)C(C=O)=CC1=CC=CC=C1.[Na] sodium Sulfocinnamaldehyde